nonadecane-3,17-diol CCC(CCCCCCCCCCCCCC(CC)O)O